C(C)(C)(C)OC(=O)N1C(C(C2=NNC(C=3C=C(C=C1C23)F)=O)NN)C2=C(C=C(C=C2)F)F 5-fluoro-9-hydrazino-8-(2,4-difluorophenyl)-8,9-dihydro-2H-pyrido[4,3,2-de]Phthalazine-3(7H)-one-7-carboxylic acid tert-butyl ester